3-(3-trifluoromethylbenzylamino)-5-cyanopyrazine-2-carboxamide FC(C=1C=C(CNC=2C(=NC=C(N2)C#N)C(=O)N)C=CC1)(F)F